FC1=NC(=C2N=CN(C2=N1)C1OCCCCC1)NCC1=CC(=CC=C1)OC(F)(F)F 2-fluoro-6-{[3-(trifluoromethoxy)benzyl]amino}-9-(oxepan-2-yl)-9H-purine